IC=1NC2=CC=CC(=C2C1CCN(C)C)C(C)=O 1-[2-iodo-3-[2-(dimethylamino)ethyl]-1H-indol-4-yl]ethan-1-one